C1(CCCC1)C=1SC2=C(N1)C(CCC2)NC2=NC(=NC=C2C#N)C2CC2 4-((2-cyclopentyl-4,5,6,7-tetrahydrobenzo[d]thiazol-4-yl)amino)-2-cyclopropylpyrimidine-5-carbonitrile